4-(5-chloro-2-(((1R,4R)-4-methoxycyclohexyl)amino)pyrido[4,3-d]pyrimidin-8-yl)benzenesulfonamide ClC1=NC=C(C=2N=C(N=CC21)NC2CCC(CC2)OC)C2=CC=C(C=C2)S(=O)(=O)N